ClC1=NN2C(C(=N1)NC13C4CC4C(C(C1)C(=O)[O-])CC3)=CC=C2C(NC)=O ((2-chloro-7-(methylcarbamoyl)pyrrolo[2,1-f][1,2,4]triazin-4-yl)amino)tricyclo[3.2.2.02,4]nonane-6-carboxylate